1-(((3S)-1-(((2R)-2-phenyl-1-azetidinyl)sulfonyl)-3-piperidinyl)carbonyl)-N-(4-(trifluoromethyl)benzyl)-D-prolinamide C1(=CC=CC=C1)[C@@H]1N(CC1)S(=O)(=O)N1C[C@H](CCC1)C(=O)N1[C@H](CCC1)C(=O)NCC1=CC=C(C=C1)C(F)(F)F